2,5-di(furan-2-yl)thiazolo[5,4-d]thiazole O1C(=CC=C1)C=1SC=2N=C(SC2N1)C=1OC=CC1